C1(CC1)N1C=C(C2=CC=C(C=C12)Cl)S(=O)(=O)C1=CC(=C(C=C1)OC)N1CCNCC1 1-cyclopropyl-6-chloro-3-((4-methoxy-3-(piperazin-1-yl)phenyl)sulfonyl)-1H-indole